C1(=CC(=CC=C1)O)C1=CC=C(C=C1)O 1,1'-biphenyl-3,4'-diol